C(#N)C1=NC(=C2C=C(N=CC2=C1)N[C@@H]1CN(CCC1)C(=O)OC(C)(C)C)O[C@H]1COCC1 tert-butyl (S)-3-((7-cyano-5-(((R)-tetrahydrofuran-3-yl)oxy)-2,6-naphthyridin-3-yl)amino)piperidine-1-carboxylate